NC1=C2C(=NC=N1)N(N=C2C(=O)NC=2OC1=C(N2)C=C(C=C1)Cl)[C@H]1CN(CC1)C(\C=C\CN(C)C)=O (R,E)-4-amino-N-(5-chlorobenzo[d]oxazol-2-yl)-1-(1-(4-(dimethylamino)but-2-enoyl)pyrrolidin-3-yl)-1H-pyrazolo[3,4-d]pyrimidine-3-carboxamide